C(CCCCC)S(=O)(=O)OC=1C=C(C=CC1)NC(NC1=CC(=CC=C1)OS(=O)(=O)CCCCCC)=O bis-[3-(hexanesulfonyloxy)phenyl]urea